(2R,3S,4S,5R)-3-(3,4-difluoro-2-methylsulfanylphenyl)-N-(6-((R)-2-amino-1-hydroxyethyl)pyridin-3-yl)-4,5-dimethyl-5-(trifluoromethyl)tetrahydrofuran-2-carboxamide FC=1C(=C(C=CC1F)[C@H]1[C@@H](O[C@]([C@H]1C)(C(F)(F)F)C)C(=O)NC=1C=NC(=CC1)[C@@H](CN)O)SC